5-isopropyl-4,5,6,7-tetrahydroisoxazolo[4,5-c]pyridine-3-carboxylic acid C(C)(C)N1CC2=C(CC1)ON=C2C(=O)O